bromo-1-(3-chloro-2-pyridyl)-4'-cyano-2'-methyl-6'-(methylcarbamoyl)pyrazole-5-carboxanilide BrC1=NN(C(=C1)C(=O)NC1=C(C=C(C=C1C(NC)=O)C#N)C)C1=NC=CC=C1Cl